6-[[(2S,3R,4R,5R)-3-(3,4-Difluoro-2-methoxy-phenyl)-4,5-dimethyl-5-(trifluoromethyl)tetrahydrofuran-2-carbonyl]amino]pyridin-2-carboxamid FC=1C(=C(C=CC1F)[C@@H]1[C@H](O[C@]([C@@H]1C)(C(F)(F)F)C)C(=O)NC1=CC=CC(=N1)C(=O)N)OC